tert-butyl 6,7-dihydro-4H-oxazolo[4,5-c]pyridine-5-carboxylate O1C=NC=2CN(CCC21)C(=O)OC(C)(C)C